Benzophenone N-methyl-(1-naphthyl)hydrazone CN(N=C(C1=CC=CC=C1)C1=CC=CC=C1)C1=CC=CC2=CC=CC=C12